3-(4-iodophenyl)-2-thioxo-4-thiazolidinone IC1=CC=C(C=C1)N1C(SCC1=O)=S